C1(=CC=CC=C1)C1=NN(C=C1)C1=NC=2N(C(=C1)N1CCOCC1)N=C(C2)C=2N=NC=CC2 4-[5-(3-phenylpyrazol-1-yl)-2-pyridazin-3-yl-pyrazolo[1,5-a]pyrimidin-7-yl]morpholine